COC1=C(C=CC=C1)C=1C=CC2=CN(N=C2C1)CCCN(C)C 3-(6-(2-methoxyphenyl)-2H-indazol-2-yl)-N,N-dimethylpropan-1-amine